C(C)(C)C1=C(NC2=C1N=C(S2)N2[C@@H](CN(CC2)CC(=O)N(C)C)C)C=2C=C(C=1N(C2)N=CN1)C (R)-2-(4-(6-isopropyl-5-(8-methyl-[1,2,4]triazolo[1,5-a]pyridin-6-yl)-4H-pyrrolo[3,2-d]thiazol-2-yl)-3-methylpiperazin-1-yl)-N,N-dimethylacetamide